2-(4-fluoro-3-trifluoromethylphenyl)-4-methoxyquinoline fluoride [F-].FC1=C(C=C(C=C1)C1=NC2=CC=CC=C2C(=C1)OC)C(F)(F)F